N(=[N+]=[N-])[C@H]1C[C@@H](O[C@@H]1CO)N1C(NC(C=C1)=O)=O 1-[(2R,4S,5S)-4-azido-5-(hydroxymethyl)oxolan-2-yl]pyrimidine-2,4-dione